Diethyl-(E)-2-methylbut-2-endioat C(C)OC(\C(=C\C(=O)OCC)\C)=O